(3,5-Dimethoxyphenoxy)quinoline COC=1C=C(OC2=NC3=CC=CC=C3C=C2)C=C(C1)OC